3-((7-((2S,4R)-4-Amino-2-phenylpiperidine-1-carbonyl)-7-azaspiro[4.5]decan-10-yl)methyl)-6-fluoroquinazolin-4(3H)-one N[C@H]1C[C@H](N(CC1)C(=O)N1CC2(CCCC2)C(CC1)CN1C=NC2=CC=C(C=C2C1=O)F)C1=CC=CC=C1